FC1=C(C=CC=C1F)C1=C(C(=CC=C1)F)F 2,2',3,3'-tetrafluorobiphenyl